4-(4-(2,4-dioxotetrahydropyrimidin-1(2H)-yl)-3-methoxyphenoxy)butyric acid O=C1N(CCC(N1)=O)C1=C(C=C(OCCCC(=O)O)C=C1)OC